(1R,5S,6R,Z)-3-(4-chloropyridin-2-yl)-N'-hydroxy-3-azabicyclo[3.1.0]Hexane-6-carboxamidine ClC1=CC(=NC=C1)N1C[C@H]2C([C@H]2C1)/C(=N/O)/N